COC1(N(C(=NC(=C1)C)N)C1=C(C=CC=C1)N1N=C2C(NCCC2)=C1)NC 4-methoxy-3-((4,5,6,7-tetrahydro-2H-pyrazolo[4,3-b]pyridin-2-yl)phenyl)-N4,6-dimethylpyrimidine-2,4-diamine